C12(CC3CC(CC(C1)C3)C2)CCS 2-(1-adamantyl)ethanethiol